FC=1C=C(CC=2C=C3C(=NNC3=CC2)C2=NC3=C(N2)CN(C3)C3CCN(CC3)C)C=C(C1)F 5-(3,5-difluorobenzyl)-3-(5-(1-methylpiperidin-4-yl)-1,4,5,6-tetrahydropyrrolo[3,4-d]imidazol-2-yl)-1H-indazole